N-ethyl-2,4-di(behenyl)benzyl-amine C(C)NCC1=C(C=C(C=C1)CCCCCCCCCCCCCCCCCCCCCC)CCCCCCCCCCCCCCCCCCCCCC